tert-butyl (2R)-2-(2-aminoethyl)pyrrolidine-1-carboxylate NCC[C@@H]1N(CCC1)C(=O)OC(C)(C)C